4-((3-(5-fluoropyrimidin-2-yl)-2-methoxyphenyl)amino)-6-((5-(2-hydroxypropan-2-yl)pyridine-2-yl)amino)-N-(methyl-d3)nicotinamide FC=1C=NC(=NC1)C=1C(=C(C=CC1)NC1=CC(=NC=C1C(=O)NC([2H])([2H])[2H])NC1=NC=C(C=C1)C(C)(C)O)OC